C(N)(OC1=C(C(=NC=C1)Br)C(C)(C)C)=O Tert-butyl-(2-bromopyridin-4-yl) carbamate